4-tertiary butylamino-1-butanol C(C)(C)(C)NCCCCO